C1(=CC=CC=C1)CCOC(C)=O 2-Phenylethylacetat